C(C)OC(=O)C=1C(=NN(C1CC1=CC=CC=C1)C)N 3-Amino-5-benzyl-1-methyl-1H-pyrazole-4-carboxylic acid ethyl ester